NN1C(C=2N(CC3=C1C=CC(=C3)Br)C=C(C2)C2=C(C=C(C=C2)F)F)=O 10-amino-7-bromo-2-(2,4-difluorophenyl)-5H-benzo[e]pyrrolo[1,2-a][1,4]diazepin-11(10H)-one